ClC=1C=C(C=CC1Cl)CN (3,4-dichlorophenyl)methanamine